CN1N=CC(=C1)C1=NC2=CC=CC(=C2C=C1)C=1C=NC(=CC1)N1CCNCC1 (1-methyl-1H-pyrazol-4-yl)-5-(6-(piperazin-1-yl)pyridin-3-yl)quinoline